CN(CCCNC1=NC=2C=CN=CC2C2=C1C=C(N2)C(=O)O)C 4-((3-(dimethylamino)propyl)amino)-1H-pyrrolo[3,2-c][1,6]naphthyridine-2-carboxylic acid